n-Octylacrylat C(CCCCCCC)OC(C=C)=O